(3-hydroxypropyl)-4-methylpiperazine OCCCN1CCN(CC1)C